FC=1C(=CC=2C3=C(NC(C2C1)=O)COC[C@H]3N(C(=O)C=3NC1=CC(=CC(=C1C3)NS(=O)(=O)C)F)C)F (S)-N-(8,9-Difluoro-6-oxo-1,4,5,6-tetrahydro-2H-pyrano[3,4-c]isoquinolin-1-yl)-6-fluoro-N-methyl-4-(methylsulfonamido)-1H-indole-2-carboxamide